NC=1C=C(C2=CC=CC=C2C1)C(=O)O 3-amino-1-naphthoic acid